1,6-dibenzyl-2,3,5,6-tetrahydro-1H,4H-1,3a,6,8-tetraazaphenalene C(C1=CC=CC=C1)N1CCN2CCN(C3=CN=CC1=C23)CC2=CC=CC=C2